(2R)-1-{5-[3-(difluoromethoxy)benzene-sulfonyl]-1H,2H,3H,4H,5H,6H-pyrrolo[3,4-c]pyrrol-2-yl}-2-hydroxy-2-phenylethan-1-one FC(OC=1C=C(C=CC1)S(=O)(=O)N1CC2=C(C1)CN(C2)C([C@@H](C2=CC=CC=C2)O)=O)F